ClCC(=O)O[C@](C(=O)NC1=CC(=C(C=C1)C#N)C(F)(F)F)(CN1N=CC(=C1)N)C (S)-3-(4-amino-1H-pyrazol-1-yl)-1-((4-cyano-3-(trifluoromethyl) phenyl) amino)-2-methyl-1-oxopropan-2-yl 2-chloroacetate